(1R,4s)-4-(2-((3S,4R)-4-hydroxytetrahydrofuran-3-ylamino)-8-(2,4,6-trichlorophenylamino)-9H-purin-9-yl)cyclohexanecarboxamide O[C@@H]1[C@H](COC1)NC1=NC=C2N=C(N(C2=N1)C1CCC(CC1)C(=O)N)NC1=C(C=C(C=C1Cl)Cl)Cl